(2S)-2-[4-bromo-2-(4-butoxy-4,5-dihydroisoxazol-3-yl)phenoxy]propionic acid tert-butyl ester C(C)(C)(C)OC([C@H](C)OC1=C(C=C(C=C1)Br)C1=NOCC1OCCCC)=O